C1(CC1)C1=CC(=C2C(=NC(N(C2=C1)C=1C=NC=CC1)=O)NC)OC 7-cyclopropyl-5-methoxy-4-(methyl-amino)-1-(pyridin-3-yl)quinazolin-2(1H)-one